FC(C(=O)O)(F)F.O=C1NC(CCC1N1C(C2=CC=C(C(=C2C1=O)C)C1CCN(CC1)C1CC(C1)OC1CCNCC1)=O)=O 2-(2,6-dioxo-3-piperidyl)-4-methyl-5-[1-[3-(4-piperidyloxy)cyclobutyl]-4-piperidyl]isoindoline-1,3-dione trifluoroacetate